tert-butyl (2S)-4-(5-(2-(benzyloxy)-6-fluorophenyl)-8-(3-(dimethylamino)azetidin-1-yl)-3,4-dihydro-2H-pyrano[2,3-f]quinazolin-10-yl)-2-(cyanomethyl)piperazine-1-carboxylate C(C1=CC=CC=C1)OC1=C(C(=CC=C1)F)C1=C2C(=C3C(=NC(=NC3=C1)N1CC(C1)N(C)C)N1C[C@@H](N(CC1)C(=O)OC(C)(C)C)CC#N)OCCC2